CCCCCCCCC/C=C\CCCCCCCC(=O)O[C@H](COC(=O)CCC/C=C\C/C=C\C/C=C\C/C=C\CCCCC)COP(=O)(O)OC[C@@H](C(=O)O)N 1-(5Z,8Z,11Z,14Z-eicosatetraenoyl)-2-(9Z-nonadecenoyl)-glycero-3-phosphoserine